FC(C1=C2CNC(C2=CC=C1)=O)(F)F 4-(trifluoromethyl)-isoindolin-1-one